(S)-9-(6-Chloro-pyridin-3-ylmethyl)-3-fluoro-2-((R)-3-methyl-morpholin-4-yl)-8-trifluoromethyl-6,7,8,9-tetrahydro-pyrimido[1,2-a]-pyrimidin-4-one ClC1=CC=C(C=N1)CN1[C@@H](CCN2C1=NC(=C(C2=O)F)N2[C@@H](COCC2)C)C(F)(F)F